C=C(C(=O)[O-])CC1=C(C(=CC(=C1)C(C)(C)C)C(C)(C)C)O methylene-3-(3,5-di-t-butyl hydroxyphenyl)propionate